CN(CCC1(C(C=C(C(=C1)F)NC1=NC=C(C(=N1)C1=CNC2=C(C=CC=C12)OC)C(F)(F)F)N)NC)C 1-(2-(dimethylamino)ethyl)-5-fluoro-N4-(4-(7-methoxy-1H-indol-3-yl)-5-(trifluoromethyl)pyrimidin-2-yl)-N1-methylbenzene-1,2,4-triamine